n-octyl-n-propylmagnesium C(CCCCCCC)[Mg]CCC